3-((3-acrylamidopropyl)dimethylammonio)propane-1-sulphonate C(C=C)(=O)NCCC[N+](CCCS(=O)(=O)[O-])(C)C